NC1=NC(=NC=C1)[C@@H]1C[C@H](CCC1)O |r| Rac-(1S,3S)-3-(4-aminopyrimidin-2-yl)cyclohexane-1-ol